1-[6-[5-[(6-chloropyridazin-3-yl)amino]-6-fluoro-benzoimidazol-1-yl]-2-[3-(difluoromethyl)-5-methyl-pyrazol-1-yl]-3-pyridinyl]ethanol ClC1=CC=C(N=N1)NC1=CC2=C(N(C=N2)C2=CC=C(C(=N2)N2N=C(C=C2C)C(F)F)C(C)O)C=C1F